(5-chloro-3-cyclopropylpyrazolo[1,5-a]pyrimidin-7-yl)((7-phenylimidazo[1,2-a]pyridin-2-yl)methyl)carbamic acid tert-butyl ester C(C)(C)(C)OC(N(CC=1N=C2N(C=CC(=C2)C2=CC=CC=C2)C1)C1=CC(=NC=2N1N=CC2C2CC2)Cl)=O